3-chloro-N-(3-(3-cyanoquinoxaline-6-carbonyl)-2,4-difluorophenyl)-4-(trifluoromethyl)benzamide ClC=1C=C(C(=O)NC2=C(C(=C(C=C2)F)C(=O)C=2C=C3N=C(C=NC3=CC2)C#N)F)C=CC1C(F)(F)F